dodecyl gallate (lauryl gallate) C(CCCCCCCCCCC)C1=C(C(=O)O)C=C(C(=C1O)O)O.C(C1=CC(O)=C(O)C(O)=C1)(=O)OCCCCCCCCCCCC